5-(5-bromo-2,4-dimethoxybenzylidene)-2-phenyl-1,3-dioxane-4,6-dione BrC=1C(=CC(=C(C=C2C(OC(OC2=O)C2=CC=CC=C2)=O)C1)OC)OC